C(=CC=CC=C)N 1,3,5-hexatrien-1-amine